Zirconium(IV) neodecanoat C(CCCCCC(C)(C)C)(=O)[O-].[Zr+4].C(CCCCCC(C)(C)C)(=O)[O-].C(CCCCCC(C)(C)C)(=O)[O-].C(CCCCCC(C)(C)C)(=O)[O-]